BrC=1C(=CC(=NC1)NCC1(CC1)C)C(F)(F)F 5-bromo-N-((1-methylcyclopropyl)methyl)-4-(trifluoromethyl)pyridin-2-amine